4-((S)-1-((R)-2-((3-hydroxybenzyl)oxy)-3-methylbutanoylamino)ethyl)benzoic acid OC=1C=C(CO[C@@H](C(=O)N[C@@H](C)C2=CC=C(C(=O)O)C=C2)C(C)C)C=CC1